N-(5-Methoxy-4-((E)-2-(trans-4-(trifluoromethyl)cyclohexyl)vinyl)pyridin-2-yl)acrylamide COC=1C(=CC(=NC1)NC(C=C)=O)\C=C\[C@@H]1CC[C@H](CC1)C(F)(F)F